N1(CCCCC1)C1=CC2=C(NC(=N2)SCC2=NC=CC(=C2C)OCCCOC)C=C1 5-(hexahydropyridin-1-yl)-2-[({4-[(3-methoxypropyl)oxy]-3-methylpyridin-2-yl}methyl)thio]-1H-benzo[d]imidazole